(S)-ethyl 3-amino-3-(4,4'-difluoro-2',5,6'-trimethylbiphenyl-3-yl)propanoate hydrochloride Cl.N[C@@H](CC(=O)OCC)C=1C=C(C=C(C1F)C)C1=C(C=C(C=C1C)F)C